4-(6-(benzyloxy)pyridin-2-yl)piperidine-2,6-dione C(C1=CC=CC=C1)OC1=CC=CC(=N1)C1CC(NC(C1)=O)=O